4-(1H-1,3-benzodiazol-2-yl)-N'-hydroxy-3,5-dihydro-2H-1,4-benzoxazepine-8-carboximidamide N1C(=NC2=C1C=CC=C2)N2CCOC1=C(C2)C=CC(=C1)C(N)=NO